ClCOC(C1=C(C=C(C=C1)C)C)=O 2,4-Dimethylbenzoic acid chloromethyl ester